1-Benzyl-2-ethylpyrrolidine-2-carboxylate C(C1=CC=CC=C1)N1C(CCC1)(C(=O)[O-])CC